sodium tridecylate C(CCCCCCCCCCCC)(=O)[O-].[Na+]